C(CC=C)N1C=CC=2C=NC=C(C21)N 1-(but-3-en-1-yl)-1H-pyrrolo[3,2-c]pyridin-7-amine